methyl 2-[2-chloro-N-[(4-chlorophenyl)methyl]acetamido]-2-(4-chlorophenyl)acetate ClCC(=O)N(CC1=CC=C(C=C1)Cl)C(C(=O)OC)C1=CC=C(C=C1)Cl